N=1ON=C2C1C=CC(=C2)C2=CC(=C(C=C2Cl)NC(=O)N2CC1=CNC(C=C1CC2)=O)F N-(4-(Benzo[c][1,2,5]oxadiazol-5-yl)-5-chloro-2-fluorophenyl)-6-oxo-3,4,6,7-tetrahydro-2,7-naphthyridine-2(1H)-carboxamide